(3R)-4-(2-Amino-2-methylpropanoyl)-N-(1-(4-(2-(4-aminoazepan-1-yl)ethyl)phenyl)-2-oxo-1,2-dihydropyrimidin-4-yl)-3-methylpiperazine-1-carboxamide hydrochloride salt Cl.NC(C(=O)N1[C@@H](CN(CC1)C(=O)NC1=NC(N(C=C1)C1=CC=C(C=C1)CCN1CCC(CCC1)N)=O)C)(C)C